(S)-quinuclidin-3-yl((R)-5-(3-chloro-4-isopropoxyphenyl)-6-ethoxy-2,2-dimethyl-2,3-dihydro-1H-inden-1-yl)carbamate N12C[C@H](C(CC1)CC2)OC(N[C@@H]2C(CC1=CC(=C(C=C21)OCC)C2=CC(=C(C=C2)OC(C)C)Cl)(C)C)=O